N-[4-fluoro-2-methyl-5-(4,4,5,5-tetramethyl-1,3,2-dioxaborolan-2-yl)phenyl]-6-methylpyrazolo[1,5-a]pyridine-3-carboxamide FC1=CC(=C(C=C1B1OC(C(O1)(C)C)(C)C)NC(=O)C=1C=NN2C1C=CC(=C2)C)C